BrC1=C(C=CC(=C1)Cl)N1N=NC(=C1C(=O)O)C(F)(F)F 1-(2-bromo-4-chlorophenyl)-4-trifluoromethyl-1H-1,2,3-triazole-5-carboxylic acid